C(C)(C)OC1=C(C(=O)C2=C(C=CC=C2)OC(C)C)C=C(C=C1)OC(C)C 2,2',5-triisopropoxybenzophenone